C1(=CC=CC=C1)P(C1=CC=CC=C1)C[C@@H]1OC(O[C@H]1CP(C1=CC=CC=C1)C1=CC=CC=C1)(C)C (4R,5R)-4,5-bis(diphenylphosphinomethyl)-2,2-dimethyl-1,3-dioxolane